3-((1H-pyrazolo[3,4-b]pyridin-5-yl)ethynyl)benzenesulfonamide N1N=CC=2C1=NC=C(C2)C#CC=2C=C(C=CC2)S(=O)(=O)N